5,5-dimethyl-3-(4-methylpent-3-enyl)cyclohex-2-en-1-one CC1(CC(=CC(C1)=O)CCC=C(C)C)C